1λ4,3-thiazolidin-1-imine 1-oxide S1(CNCC1)(=N)=O